O.ClC1=C(C=C(C=C1)NC(=O)NC1=C(OC2=CC(=NC=C2)C(=O)NC)C=CC=C1F)C(F)(F)F 4-({([4-Chloro-3-(trifluoromethyl)phenyl]carbamoyl)amino}-3-fluorophenoxy)-N-methylpyridine-2-carboxamide hydrate